C1(=CC=CC=C1)N1N=C(N=C1)C=1SC=C(N1)C(=O)N([C@@H]1CNCC1)C(C)C 2-(1-phenyl-1H-1,2,4-triazol-3-yl)-N-(propan-2-yl)-N-[(3S)-pyrrolidin-3-yl]-1,3-thiazole-4-carboxamide